N-{(2S)-2-Amino-4-[{(1R)-1-[1-benzyl-4-(2,5-difluorophenyl)-1H-pyrrol-2-yl]-2,2-dimethyl-propyl}(glycoloyl)amino]butanoyl}-3-{[N-(bromoacetyl)glycyl]amino}-D-alanin N[C@H](C(=O)N[C@H](CNC(CNC(CBr)=O)=O)C(=O)O)CCN(C(CO)=O)[C@H](C(C)(C)C)C=1N(C=C(C1)C1=C(C=CC(=C1)F)F)CC1=CC=CC=C1